mono(butylphenyl) diphenyl phosphate P(=O)(OC1=C(C=CC=C1)CCCC)(OC1=CC=CC=C1)OC1=CC=CC=C1